ClC1=CNC2=C(C=CC=C12)[N+](=O)[O-] 3-chloro-7-nitro-1H-indole